C(C)(C)(C)OC(=O)N1CC2(C1)CC(C=1SC(=C(C12)C#N)N)C.C1(=CC=CC=2C3=CC=CC=C3CC12)C1=NC=CC=C1 fluorenyl-pyridine tert-butyl-2-amino-3-cyano-6-methyl-spiro[5,6-dihydrocyclopenta[b]thiophene-4,3'-azetidine]-1'-carboxylate